Cl.OC[C@@H]1CN(CCO1)C=1C=C2C(=NC1)NC(N2C2CCNCC2)=O 6-[(2S)-2-(Hydroxymethyl)morpholin-4-yl]-1-(4-piperidyl)-3H-imidazo[4,5-b]pyridin-2-one, hydrochloride